CN1N=CC(=C1)NC1=NC=C2C(=N1)N(N(C2=O)CC=C)C2=NC(=CC=C2)O[C@H]2[C@@H]1CN([C@H](C2)CC1)C 6-[(1-methyl-1H-pyrazol-4-yl)amino]-1-(6-{[(1S,4S,5R)-2-methyl-2-azabicyclo[2.2.2]octan-5-yl]oxy}pyridin-2-yl)-2-(prop-2-en-1-yl)-1H,2H,3H-pyrazolo[3,4-d]pyrimidin-3-one